ClC=1C=CC=C2C3(C(N(C12)C)=O)OC(C(C3)=O)=C 7'-chloro-1'-methyl-5-methylene-3H-spiro[furan-2,3'-indoline]-2',4(5H)-dione